Methyl 3-((2-amino-9-((2R,3R,5S)-3-hydroxy-5-(hydroxymethyl)tetrahydrofuran-2-yl)-6,8-dioxo-1,6,8,9-tetrahydro-7H-purin-7-yl)methyl)benzoat NC=1NC(C=2N(C(N(C2N1)[C@@H]1O[C@@H](C[C@H]1O)CO)=O)CC=1C=C(C(=O)OC)C=CC1)=O